OC1(CCN(CC12CCCC2)C(=O)N2[C@@H](CCC2)C2=NNC(=N2)C)CN2C=NC(=CC2=O)C2=CC=CC=C2 3-((10-Hydroxy-7-((S)-2-(5-methyl-1H-1,2,4-triazol-3-yl)pyrrolidine-1-carbonyl)-7-azaspiro[4.5]decan-10-yl)methyl)-6-phenylpyrimidin-4(3H)-one